4-(3-chloropyrazin-2-yl)-2-fluorobenzoyl chloride ClC=1C(=NC=CN1)C1=CC(=C(C(=O)Cl)C=C1)F